ClC1=C(N=C(C(=N1)C(=O)OC)NC1=C(C=C(C=C1)S(=O)(=O)C)F)NC Methyl 6-chloro-3-(2-fluoro-4-methylsulfonyl-anilino)-5-(methylamino)pyrazine-2-carboxylate